FC1(C(C1)N1C(C(=CC=C1)NC(=O)C=1C(=NC=2N(C1)C=C(N2)C21COC(C2)(C1)C)OC(C)C)=O)F N-(1-(2,2-difluorocyclopropyl)-2-oxo-1,2-dihydropyridin-3-yl)-7-isopropoxy-2-(1-methyl-2-oxabicyclo[2.1.1]hexan-4-yl)imidazo[1,2-a]pyrimidine-6-carboxamide